C(C)(C)(C)OC(CC1(CC2=CC=CC=C2C1)C(NCC=1SC2=C(N1)C=CC(=C2)N2CC1(C2)CN(C1)C)=O)=O 2-(2-(((6-(6-methyl-2,6-diazaspiro[3.3]hept-2-yl)benzo[d]thiazol-2-yl)methyl)carbamoyl)-2,3-dihydro-1H-inden-2-yl)acetic acid tert-butyl ester